3-(1-methyl-1H-pyrazol-4-yl)-N-(4-(4-oxo-4-(piperidin-1-yl)butyl)-1-phenyl-1H-imidazol-2-yl)benzamide CN1N=CC(=C1)C=1C=C(C(=O)NC=2N(C=C(N2)CCCC(N2CCCCC2)=O)C2=CC=CC=C2)C=CC1